C(=O)(O)CCN1C=[N+](C=C1)CCC(=O)O 1,3-bis(carboxyethyl)-1H-imidazolium